C1(=CC=CC=C1)C=1N=C(OC1C1=CC=CC=C1)SCC(=O)NCC(C)C 2-(4,5-diphenyloxazol-2-yl)sulfanyl-N-isobutyl-acetamide